(1R)-1-methyl-1,2,3,4-tetrahydroisoquinolin-4-ol C[C@H]1NCC(C2=CC=CC=C12)O